tert-butyl (2R,3S,4S)-4-[(tert-butoxycarbonyl)oxy]-2-{[4-(4-cyanothiophen-2-yl)phenyl]methyl}-3-[(4-nitrophenoxycarbonyl)oxy]pyrrolidine-1-carboxylate C(C)(C)(C)OC(=O)O[C@@H]1[C@H]([C@H](N(C1)C(=O)OC(C)(C)C)CC1=CC=C(C=C1)C=1SC=C(C1)C#N)OC(=O)OC1=CC=C(C=C1)[N+](=O)[O-]